NC/C=C/CNC(C1=C(C=C(C=C1)NC=1C=2N(C=CN1)C(=CN2)C2=C(C(=C(C=C2)OC)F)F)CC)=O N-[(E)-4-aminobut-2-enyl]-4-[[3-(2,3-difluoro-4-methoxyphenyl)imidazo[1,2-a]pyrazin-8-yl]amino]-2-ethylbenzamide